N-(4-(benzyloxy)phenyl)-2-chloro-5-nitropyridin-4-amine C(C1=CC=CC=C1)OC1=CC=C(C=C1)NC1=CC(=NC=C1[N+](=O)[O-])Cl